NCCC(=O)NCC(CCCC)CC 3-amino-N-(2-ethylhexyl)propanamide